ClC=1C=CC=2N=CN=C(C2N1)NC1=CC(=C(C=C1)OC1=CC2=C(N(N=N2)C)C=C1F)C 6-chloro-N-(4-((6-fluoro-1-methyl-1H-benzo[d][1,2,3]triazol-5-yl)-oxy)-3-methylphenyl)pyrido[3,2-d]pyrimidin-4-amine